Calcium phosphinat [PH2]([O-])=O.[Ca+2].[PH2]([O-])=O